NC1=NC(=NN2C1=NC=C2CC=2C=C(C(=NC2)N2CCN(CC2)C(CN(C)C)=O)C)OC(C)CCC 1-(4-(5-((4-amino-2-(pentan-2-yloxy)imidazo[2,1-f][1,2,4]triazin-7-yl)methyl)-3-methylpyridin-2-yl)piperazin-1-yl)-2-(dimethylamino)ethan-1-one